C1(=CC=C(C=C1)CCNC=1C=2N=CN([C@H]3[C@H](O)[C@H](O)[C@@H](CSCC[C@H](N)C(=O)O)O3)C2N=C(N1)Cl)C1=CC=CC=C1 S-(N-(2-Biphenyl-4-yl-ethyl)-2-chloroadenosyl)-L-homocystein